(2S,3S,4S)-2-(hydroxymethyl)-3,4-dihydro-2H-pyran-3,4-diol OC[C@@H]1OC=C[C@@H]([C@@H]1O)O